N-(5-fluoro-6-methoxy-2-methylpyridin-3-yl)-1,1-diphenylmethanimine FC=1C=C(C(=NC1OC)C)N=C(C1=CC=CC=C1)C1=CC=CC=C1